dicyclohexylsilanediyl[(cyclopentadienyl)(4,7-dimethylindenyl)]zirconium dichloride [Cl-].[Cl-].C1(CCCCC1)[Si](=[Zr+2]C1C(=CC2=C(C=CC(=C12)C)C)C1C=CC=C1)C1CCCCC1